bis(3-methylcyclohexyl)methane CC1CC(CCC1)CC1CC(CCC1)C